1-Ethyl-N-[2-(2-hydroxyethoxy)ethyl]-2-[[5-(trifluoromethoxy)-1,3-benzothiazol-2-yl]amino]benzimidazole-5-carboxamide C(C)N1C(=NC2=C1C=CC(=C2)C(=O)NCCOCCO)NC=2SC1=C(N2)C=C(C=C1)OC(F)(F)F